5-(5,5-dimethyl-1,3,2-dioxaborolan-2-yl)-3-ethyl-1,3-benzoxazol-2(3H)-one CC1(COB(O1)C=1C=CC2=C(N(C(O2)=O)CC)C1)C